3-(5-(3-(7-chloroimidazo[1,2-a]pyridine-3-carboxamido)-5-fluoro-4-methylphenyl)-1,2,4-oxadiazol-3-yl)azetidine-1-carboxylic acid methyl ester COC(=O)N1CC(C1)C1=NOC(=N1)C1=CC(=C(C(=C1)F)C)NC(=O)C1=CN=C2N1C=CC(=C2)Cl